8-(6-(difluoromethoxy)pyridin-3-yl)-2-ethoxy-6-(2-methyl-2H-indazol-5-yl)pyrido[3,4-b]pyrazin-7(6H)-one FC(OC1=CC=C(C=N1)C=1C(N(C=C2N=CC(=NC21)OCC)C2=CC1=CN(N=C1C=C2)C)=O)F